7-bromo-2,3-dihydrobenzofuran-4-carboxylic acid methyl ester COC(=O)C=1C=CC(=C2C1CCO2)Br